The molecule is a C18 long-chain hydroperoxy fatty acid having E and Z double bonds at C-8 and C-12, respectively, and a hydroperoxy group at C-10. It is a hydroperoxy fatty acid, a polyunsaturated fatty acid and a long-chain fatty acid. CCCCC/C=C\\CC(/C=C/CCCCCCC(=O)O)OO